5,10,15-triphenyl-porphyrin C1(=CC=CC=C1)C=1C2=CC=C(N2)C=C2C=CC(C(=C3C=CC(=C(C=4C=CC1N4)C4=CC=CC=C4)N3)C3=CC=CC=C3)=N2